1-(2-isopropyl-4-methylpyridin-3-yl)pyrido[2,3-d]pyrimidine-2,4,5,7(1H,3H,6H,8H)-tetraone C(C)(C)C1=NC=CC(=C1N1C(NC(C2=C1NC(CC2=O)=O)=O)=O)C